CC=1C=C2C(=CC=C(C2=CC1)OCC(CCCC)CC)OCC(CCCC)CC 6-methyl-1,4-bis(2-ethylhexyloxy)naphthalene